2-(5-fluoro-2-methoxypyridin-4-yl)-2-(methyl-d3)malonate FC=1C(=CC(=NC1)OC)C(C(=O)[O-])(C(=O)[O-])C([2H])([2H])[2H]